(E)-2-(benzotriazol-1-yl)-N-methyl-3-[(4-methyl-5-oxo-2H-furan-2-yl)oxy]prop-2-enamide N1(N=NC2=C1C=CC=C2)\C(\C(=O)NC)=C\OC2OC(C(=C2)C)=O